(S)-N-((R and S)-(3-chloro-2,4-difluorophenyl)(1-(1-(trifluoromethyl)cyclopropyl)piperidin-4-yl)methyl)-2-oxoimidazolidine-4-carboxamide ClC=1C(=C(C=CC1F)[C@H](NC(=O)[C@H]1NC(NC1)=O)C1CCN(CC1)C1(CC1)C(F)(F)F)F |&1:8|